4-(6-bromoquinoxalin-2-yl)-3-cyclopropyl-1H-pyrazole-1-carboxylic acid tert-butyl ester C(C)(C)(C)OC(=O)N1N=C(C(=C1)C1=NC2=CC=C(C=C2N=C1)Br)C1CC1